N1(C=NC=C1)C=1C=CC(=C(C1)O)C=1N=NC(=CN1)NC1CCNCC1 5-(1H-imidazol-1-yl)-2-(6-(piperidin-4-ylamino)-1,2,4-triazin-3-yl)phenol